COC=1C=C(C=CC1OC)CC(C(CC=1C=C(C2=C(OCO2)C1)OC)COC)COC 6-[3-[(3,4-dimethoxyphenyl)methyl]-4-methoxy-2-(methoxymethyl)butyl]-4-methoxy-1,3-benzodioxole